3-((5-(4-fluoro-3-methoxyphenyl)isoxazol-3-yl)methyl)quinazolin-4(3H)-one FC1=C(C=C(C=C1)C1=CC(=NO1)CN1C=NC2=CC=CC=C2C1=O)OC